(4-hydroxy-1-methyl-2-oxo-7-phenoxy-1,2-dihydroquinoline-3-carboxamido)acetic acid OC1=C(C(N(C2=CC(=CC=C12)OC1=CC=CC=C1)C)=O)C(=O)NCC(=O)O